2,2-Bis[3-amino-4-(N-methylamino)phenyl]hexafluoropropane tert-butyl-3-((4-(3-(4-methoxyphenyl)-1,2,4-oxadiazol-5-yl)piperazine-1-carboxamido)methyl)pyrrolidine-1-carboxylate C(C)(C)(C)OC(=O)N1CC(CC1)CNC(=O)N1CCN(CC1)C1=NC(=NO1)C1=CC=C(C=C1)OC.NC=1C=C(C=CC1NC)C(C(F)(F)F)(C(F)(F)F)C1=CC(=C(C=C1)NC)N